3-(3-((6-fluoro-1,1-dioxido-2,3-dihydrobenzo[b]thiophen-5-yl)amino)-1H-pyrazol-5-yl)cyclopentyl isopropylcarbamate C(C)(C)NC(OC1CC(CC1)C1=CC(=NN1)NC1=CC2=C(S(CC2)(=O)=O)C=C1F)=O